N(C(=O)C)C1=CC=C(C=N1)CNC=1C=C(C(=O)N[C@@H]2[C@H](CCCC2)O)C=CC1C 3-{[(6-Acetaminopyridin-3-yl)methyl]amino}-N-[(1S,2S)-2-hydroxycyclohexyl]-4-methylbenzamide